FC1=C(C(=CC=C1F)F)CC(=O)[O-] 2,3,6-trifluorophenylacetate